FC=1C(=C(C=CC1F)[C@@H]1CO[C@]([C@@H]1C)(C(F)(F)F)C)C=C (2R,3R,4R,5R)-3-(3,4-difluoro-2-vinyl-phenyl)-4,5-dimethyl-5-(trifluoromethyl)tetrahydrofuran